2-cyclopropyl-4-[3-(1-cyclopropylpyrazol-4-yl)-7,8-dihydro-5H-1,6-naphthyridin-6-yl]-6-methyl-quinazoline C1(CC1)C1=NC2=CC=C(C=C2C(=N1)N1CC=2C=C(C=NC2CC1)C=1C=NN(C1)C1CC1)C